(5S,8R)-N-(4-bromophenyl)-1-fluoro-6,7,8,9-tetrahydro-5H-5,8-epiminocyclohepta[c]-pyridine-10-carboxamide BrC1=CC=C(C=C1)NC(=O)N1[C@H]2CC[C@@H]1CC=1C(=NC=CC12)F